2-(methyl-(2,2,2-trifluoroethyl)amino)isonicotinonitrile CN(C=1C=C(C#N)C=CN1)CC(F)(F)F